2-amino-1-methyl-6-phenylimidazo[4,5-B]pyridine NC=1N(C=2C(=NC=C(C2)C2=CC=CC=C2)N1)C